FC1(CC(N(C1)C1=C(C(=NC=N1)NCC1C(CN(CC1)CC(=O)N)O)F)C1=CC=C(C=C1)C(F)(F)F)F 2-(4-(((6-(4,4-difluoro-2-(4-(trifluoromethyl)phenyl)pyrrolidin-1-yl)-5-fluoropyrimidin-4-yl)amino)methyl)-3-hydroxypiperidin-1-yl)acetamide